FC=1C=CC=2C(=NOC2)C1C(=O)O 6-fluorobenzo[c]isoxazole-7-carboxylic acid